ethyl 5-((4-chlorophenyl)thio)-1,2,3-thiadiazole-4-carboxylate ClC1=CC=C(C=C1)SC1=C(N=NS1)C(=O)OCC